4-((8-(3-(8-fluoro-1-oxo-1,2-dihydroisoquinolin-3-yl)propyl)-8-azabicyclo[3.2.1]octan-3-yl)oxy)benzonitrile FC=1C=CC=C2C=C(NC(C12)=O)CCCN1C2CC(CC1CC2)OC2=CC=C(C#N)C=C2